COS(=O)(=O)[O-].CC1=NSC(=[N+]1C)SC 3,4-dimethyl-5-(methylsulfanyl)-1,2,4-thiadiazol-4-ium methylsulfate